C(CCCCCCCCCCCCCCC)(=O)OCC(COC(CCCCCCCCCCCCCCC)=O)OC(C(CCO[Si](C1=CC=CC=C1)(C1=CC=CC=C1)C(C)(C)C)C)=O 2-((4-((tert-Butyldiphenylsilyl)oxy)-2-methylbutanoyl)oxy)propane-1,3-diyl dipalmitate